3-((3-(3-amino-1-hydroxypropyl)phenoxy)methyl)pentan-3-ol NCCC(O)C=1C=C(OCC(CC)(CC)O)C=CC1